7-bromo-2-ethyl-pyrazolo[4,3-c]pyridine BrC=1C=2C(C=NC1)=CN(N2)CC